CS(=O)(=O)OCCCCOCCN1N=CC(=C1)C1=NN(C2=CC=C(C=C12)O[Si](C)(C)C(C)(C)C)C1OCCCC1 4-[2-(4-{5-[(tert-butyldimethylsilyl)oxy]-1-(oxan-2-yl)-1H-indazol-3-yl}-1H-pyrazol-1-yl)ethoxy]butyl methanesulfonate